(2E)-2-butenoic acid 3,5,7-trimethylcyclooctyl ester CC1CC(CC(CC(C1)C)C)OC(\C=C\C)=O